NC=1C=2N(C=CN1)C=NC2C 8-amino-1-methylimidazo[1,5-a]pyrazin